C(C1=CC=CC=C1)OC1CC(C1)OC1=CC=C(C=N1)C=1C=CC=2C3=C(NC2C1)C=CN=C3 7-(6-((1s,3s)-3-(benzyloxy)cyclobutoxy)pyridin-3-yl)-5H-pyrido[4,3-b]indole